C(C1=CC=CC=C1)(=O)N1CCC(CC1)=CNCCN1CCN(CC1)CCO 1-benzoyl-4-(((2-(4-(2-hydroxyethyl)piperazin-1-yl)ethyl)amino)methylene)piperidine